N-(3-methacryloxy-2-hydroxypropyl)-N'-phenyl-p-phenylenediamine C(C(=C)C)(=O)OCC(CNC1=CC=C(C=C1)NC1=CC=CC=C1)O